OC1=C(C(=CC(=C1CNC(=O)N1CCCCC1)CCCCC)O)C1=C(C=CC(=C1)C)C(=C)C N-((2,6-dihydroxy-5'-methyl-4-pentyl-2'-(prop-1-en-2-yl)-[1,1'-biphenyl]-3-yl)methyl)piperidine-1-carboxamide